[F-].[F-].CC1=C(C(=C(C1(C)[Zr+2]C1(C=CC=C1)CCC)C)C)C (pentamethylcyclopentadienyl)(n-propylcyclopentadienyl)zirconium difluoride